2-chloro-N-(1-(6,7-difluoro-4-oxo-3,4-dihydrophthalazin-1-yl)ethyl)-N-methyl-4H-thieno[3,2-b]pyrrole-5-carboxamide ClC1=CC=2NC(=CC2S1)C(=O)N(C)C(C)C1=NNC(C2=CC(=C(C=C12)F)F)=O